1-[4-Chloro-3-(3,3-dimethylbutyl)benzyl]-3-(1-methyl-1H-indazol-4-yl)urea ClC1=C(C=C(CNC(=O)NC2=C3C=NN(C3=CC=C2)C)C=C1)CCC(C)(C)C